C(#N)C=1C=CC(=C(C1)C1=C(C(N(C=C1)C)=O)C(=O)N)N1CCC(CC1)C(F)C1=C(C=CC(=C1)F)F 5-cyano-2-(4-((2,5-difluorophenyl)fluoromethyl)piperidin-1-yl)phenyl-1-methyl-2-oxo-1,2-dihydropyridine-3-carboxamide